sodium dioxane O1CCOCC1.[Na]